(5-(2-(2-(5-chloro-2-nitrophenyl)-1,4-dioxo-octahydropyrrolo[1,2-a]pyrazin-6-yl)-1H-imidazol-5-yl)-6-fluoropyridin-2-yl)acetamide ClC=1C=CC(=C(C1)N1C(C2N(C(C1)=O)C(CC2)C=2NC(=CN2)C=2C=CC(=NC2F)CC(=O)N)=O)[N+](=O)[O-]